CN1N=C(C=C1C(F)(F)F)N 1-Methyl-5-(trifluoromethyl)-1H-pyrazole-3-amine